tetradecane-2,11-diol CC(CCCCCCCCC(CCC)O)O